S-(3,3,3-Trifluoropropyl) (S)-3-cyclopropyl-2-(2-((S)-1-(2,3-difluorobenzyl)-5-thioxopyrrolidin-2-yl)acetamido)propanethioate C1(CC1)C[C@@H](C(SCCC(F)(F)F)=O)NC(C[C@H]1N(C(CC1)=S)CC1=C(C(=CC=C1)F)F)=O